[Si](C1=CC=CC=C1)(C1=CC=CC=C1)(C(C)(C)C)O[C@H](CC(=O)OCC)CN(C)CC ethyl (R)-3-((tert-butyldiphenylsilyl)oxy)-4-(ethyl(methyl)amino)butanoate